[S-]C#N.[NH4+] ammonium thiocyanate salt